Cl.COC1=C(C=CC(=C1)CNC(CCCC\C=C\C(C)C)=O)C(C(=O)O)(C)N1C(C=CC2=CC=CN=C12)C (E)-2-methoxy-4-((8-methylnon-6-enamido)methyl)phenyl-2-(methyl-1-naphthyridinyl)propanoic acid hydrochloride